Ethyl (S)-3-(4,4'-difluoro-2'-(hex-5-en-1-yl)-6'-methyl-5-(trifluoromethyl)-[1,1'-biphenyl]-3-yl)-3-((S)-2-hydroxy-4-methylpent-4-enamido)propanoate FC1=C(C=C(C=C1C(F)(F)F)C1=C(C=C(C=C1C)F)CCCCC=C)[C@H](CC(=O)OCC)NC([C@H](CC(=C)C)O)=O